(isoxazol-3-yl)-4-(2-((1-methyl-3-(trifluoromethyl)-1H-pyrazol-4-yl)sulfonyl)propan-2-yl)piperidine-1-carboxamide O1N=C(C=C1)C1N(CCC(C1)C(C)(C)S(=O)(=O)C=1C(=NN(C1)C)C(F)(F)F)C(=O)N